C1(CC1)C(OC1=C(C=C(CN2C(=NC=3C2=NC=C(C3)C=3C=NN(C3)C)N)C=C1)OC)C=1C=NC(=CC1)OC 3-(4-(cyclopropyl(6-methoxypyridin-3-yl)methoxy)-3-methoxybenzyl)-6-(1-methyl-1H-pyrazol-4-yl)-3H-imidazo[4,5-b]pyridin-2-amine